N-[(4-chlorophenyl)carbamoyl]-D-isovaline ClC1=CC=C(C=C1)NC(=O)N[C@](C)(CC)C(=O)O